FC1=C(C(=C(C=C1OC)OC)F)N1C(N(C2=C(C1)C=NC1=C2C=C(N1)CN1CCN(CC1)C)C=1C=NN(C1)C)=O 3-(2,6-difluoro-3,5-dimethoxyphenyl)-8-[(4-methylpiperazin-1-yl)methyl]-1-(1-methyl-1H-pyrazol-4-yl)-1,3,4,7-tetrahydro-2H-pyrrolo[3',2':5,6]pyrido[4,3-d]pyrimidin-2-one